O(C(=O)C)C1=CNNC=C1 4-acetoxyl-1,2-dihydropyridazine